The molecule is an aminoalkylindole that is indole carrying a dimethylaminomethyl substituent at postion 3. It has a role as a plant metabolite, a serotonergic antagonist, an antiviral agent and an antibacterial agent. It is an aminoalkylindole, an indole alkaloid and a tertiary amino compound. It is a conjugate base of a gramine(1+). CN(C)CC1=CNC2=CC=CC=C21